CC(C)CCC[C@@H](C)[C@H]1CC[C@H]2[C@@H]3CCC4=CC(CC[C@]4(C)[C@H]3CC[C@]12C)=O cholest-4-en-3-one